C(CCC\C=C/CC)OC(CCCCCCCN(CCCCCCCC(=O)OCCCCCCCCC)CCCC[C@@H]1NC(NC1=O)=O)OCCCC\C=C/CC nonyl 8-((8,8-bis(((Z)-oct-5-en-1-yl)oxy)octyl)(4-((S)-2,5-dioxoimidazolidin-4-yl)butyl)amino)octanoate